COC(=O)[C@H]1O[C@H]([C@@H]([C@H]([C@@H]1OC(C)=O)OC(C)=O)OC(C)=O)OC1=C(C=C(C=C1)CO)[N+](=O)[O-] (2s,3s,4s,5r,6s)-3,4,5-tris(acetoxy)-6-[4-(hydroxymethyl)-2-nitrophenoxy]oxane-2-carboxylic acid methyl ester